N-iodoacetyl-N'-(5-sulfo-1-naphthyl)ethylendiamine ICC(=O)NCCNC1=CC=CC2=C(C=CC=C12)S(=O)(=O)O